BrC1=CC=2SC3=CC=C(C=C3SC2C=C1)C=1C2=CC=CC=C2C(=C2C=CC=CC12)C1=CC=CC=C1 2-bromo-7-(10-phenylanthracen-9-yl)thianthrene